hydroxypentanoyl hydroxypentanoate bis[6-(acryloyloxy) hexanoate] C(C=C)(=O)OCCCCCC(=O)O.C(C=C)(=O)OCCCCCC(=O)O.OC(C(=O)OC(CCCCO)=O)CCC